CS(=O)(=O)CCC(=O)N1CCC2(CC1)CCC(CC2)N(C=2C1=C(N=CN2)NC=C1)C 3-Methanesulfonyl-1-{9-[methyl-(7H-pyrrolo[2,3-d]pyrimidin-4-yl)-amino]-3-aza-spiro[5.5]undec-3-yl}-propan-1-one